BrC1=C(C=C(C=C1)O)C 4-bromo-3-methyl-phenol